3-(4-fluoro-phenoxy)-azetidin FC1=CC=C(OC2CNC2)C=C1